COC1=C(C2(C3=CC=CC=C13)CCC1(CC2)OCCO1)OC dimethoxy-dispiro[[1,3]dioxolane-2,1'-cyclohexane-4',1''-indene]